tert-butyl (1-(5-aminopentyl)piperidin-4-yl)carbamate NCCCCCN1CCC(CC1)NC(OC(C)(C)C)=O